5-[(4R,10aS)-8-[[5-[(6R)-6-amino-1,4-oxazepan-4-yl]-2-pyridyl]methyl]-4-methyl-1,3,4,6,7,9,10,10a-octahydropyrazino[1,2-d][1,4]diazepin-2-yl]quinoline-8-carbonitrile N[C@@H]1CN(CCOC1)C=1C=CC(=NC1)CN1CCN2[C@@H](CC1)CN(C[C@H]2C)C2=C1C=CC=NC1=C(C=C2)C#N